2'-[(1-{2,6-Diazaspiro[3.5]nonane-2-sulfonyl}piperidin-4-yl)amino]-7'-(2-methylcyclopentyl)spiro[cyclopropane-1,5'-pyrrolo[2,3-d]pyrimidin]-6'-one C1N(CC12CNCCC2)S(=O)(=O)N2CCC(CC2)NC=2N=CC1=C(N2)N(C(C12CC2)=O)C2C(CCC2)C